OC=1C=C(C2=C(OC(OC2=O)(C2=CC=CC=C2)CC(C)=O)C1[C@@H]1C=C(CC[C@H]1C(=C)C)C)CCC 7-hydroxy-8-((1R,6R)-3-methyl-6-(prop-1-en-2-yl)cyclohex-2-en-1-yl)-2-(2-oxopropyl)-2-phenyl-5-propyl-4H-benzo[d][1,3]dioxin-4-one